(1-(2,6-Dimethoxyphenyl)-2-(6-ethoxypyridin-2-yl)-1H-imidazo[4,5-b]pyrazin-6-yl)cyclopropanesulfonamide COC1=C(C(=CC=C1)OC)N1C(=NC=2C1=NC(=CN2)C2(CC2)S(=O)(=O)N)C2=NC(=CC=C2)OCC